(3R,7S)-2-(3,4-Dichlorobenzoyl)-9-(1-(4-(difluoromethoxy)-3-fluorophenyl)ethyl)-7-(hydroxymethyl)-3-methyl-1,2,3,4,8,9-hexahydropyrido[4',3':3,4]pyrazolo[1,5-a]pyrazin-10(7H)-one ClC=1C=C(C(=O)N2CC=3C(=NN4C3C(N(C[C@H]4CO)C(C)C4=CC(=C(C=C4)OC(F)F)F)=O)C[C@H]2C)C=CC1Cl